[C@H]12CN(C[C@H](CC1)N2)C=2C1=C(N=C(N2)OC(C)C23CCC(CC2)(CC3)OC)C(=C(N=C1)C1=CC(=CC3=CC=C(C(=C13)C#C)F)O)F 4-(4-((1r,5s)-3,8-diazabicyclo[3.2.1]oct-3-yl)-8-fluoro-2-(1-(4-methoxybicyclo[2.2.2]oct-1-yl)ethoxy)pyrido[4,3-d]pyrimidin-7-yl)-5-ethynyl-6-fluoronaphthalen-2-ol